N-((2R,3S)-2-ethoxy-5-oxotetrahydrofuran-3-yl)pyrrolidine-2-carboxamide C(C)O[C@@H]1OC(C[C@@H]1NC(=O)C1NCCC1)=O